BrC1=CSC2=CN=CC(=C21)C2=CC=C(C=C2)C=2C=NN(C2)CC(=O)N(C)C 2-(4-(4-(3-bromothieno[2,3-c]pyridin-4-yl)phenyl)-1H-pyrazol-1-yl)-N,N-dimethylacetamide